3-Succinoylpyridine C1=CC(=CN=C1)C(=O)CCC(=O)O